(1-(5-(4-Chlorophenyl)thiophen-2-yl)cyclopropyl)(4-methylpiperazin-1-yl)methanon ClC1=CC=C(C=C1)C1=CC=C(S1)C1(CC1)C(=O)N1CCN(CC1)C